NC1=CC=C(C=C1)NC1=CC=CC=C1 N-(para-aminophenyl)aniline